N,N-bis(2-hydroxyethyl)-N-methyldodecylammonium bromide [Br-].OCC[N+](C)(CCO)CCCCCCCCCCCC